S1N=CC(=C1)CO 1,2-thiazol-4-ylmethanol